C(C1=CC=CC=C1)OC1=CC(=CC2=C1C[C@H]([C@H](O2)C2=CC(=C(C=C2)OCOC)OCOC)OCOC)OCC2=CC=CC=C2 (2R,3R)-5,7-bis(benzyloxy)-2-[3,4-bis(methoxymethoxy)phenyl]-3-(methoxymethoxy)-3,4-dihydro-2H-1-benzopyran